O[C@H]1CC[C@@]2([C@H]3CC[C@]4([C@H]([C@@H]3CC[C@H]2C1)CC[C@@H]4[C@@H](CCC(=O)N4CCN(CC4)C(=O)OC)C)C)C methyl 4-[(4R)-4-[(1R,3aS,3bR,5aS,7S,9aS,9bS,11aR)-7-hydroxy-9a,11a-dimethyl-hexadecahydro-1H-cyclopenta[a]phenanthren-1-yl]pentanoyl]piperazine-1-carboxylate